(S)-3-((3-Cyanoquinolin-5-yl)amino)pyrrolidine-1-carboxylic acid tert-butyl ester C(C)(C)(C)OC(=O)N1C[C@H](CC1)NC1=C2C=C(C=NC2=CC=C1)C#N